CC(C)(C)[O-].CC(C)(C)[O-].CC(C)(C)[O-].CC(C)(C)[O-].[Sn+4].C1(=C(C(OC(=O)C([2H])([2H])[2H])=C2C=3[C@@]45[C@@](O2)([C@@](OC(=O)C([2H])[2H])(C=C[C@H]4[C@@H](CC13)N(C)CC5)[2H])[2H])[2H])[2H] heroin-d9 tin tetra-tert.butoxide